1,3-bis(4-Methoxybenzyl)-5-(tetrahydro-2H-pyran-2-yl)-1H-1,2,4-triazol COC1=CC=C(CN2N=C(N=C2C2OCCCC2)CC2=CC=C(C=C2)OC)C=C1